FS(C=1C=C2C(NC=NC2=CC1)=O)(F)(F)(F)F 6-(pentafluorosulfanyl)quinazolin-4(3H)-one